[N+](=O)([O-])C1=CC=C(OCCCN2CCCCCC2)C=C1 1-(3-(4-Nitrophenoxy)propyl)azepane